S(=O)(=O)(O)OC1CC2=CC[C@H]3[C@@H]4CC[C@H]([C@@H](CCCC(C)(C)O)C)[C@]4(CC[C@@H]3[C@]2(CC1)C)C 5-Cholesten-3,25-diol 3-sulfate